OC[C@@H]1CNCC1 (S)-3-hydroxymethylpyrrolidine